tert-butyl 3,8-diazabicyclo[3.2.1]octan-3-carboxylate C12CN(CC(CC1)N2)C(=O)OC(C)(C)C